2,6-bis(bis(2-pyridylmethyl)aminomethyl)-4-methylphenol N1=C(C=CC=C1)CN(CC1=NC=CC=C1)CC1=C(C(=CC(=C1)C)CN(CC1=NC=CC=C1)CC1=NC=CC=C1)O